[Si](C1=CC=CC=C1)(C1=CC=CC=C1)(C(C)(C)C)OC[C@@H]1[C@H]([C@H]([C@](O1)(C#N)C1=CC=C2C(=NC=NN21)NC(C2=CC=CC=C2)=O)O)O N-(7-((2R,3R,4S,5R)-5-(((tert-butyldiphenylsilyl)oxy)methyl)-2-cyano-3,4-dihydroxytetrahydrofuran-2-yl)pyrrolo[2,1-f][1,2,4]triazin-4-yl)benzamide